CC=1SC(=CC1C(=O)NC1=NC(=NS1)CC(C)N1CCCCC1)C1=CC(=CC=C1)C(F)(F)F 2-Methyl-N-(3-(2-(piperidin-1-yl)propyl)-1,2,4-thiadiazol-5-yl)-5-(3-(trifluoromethyl)phenyl)thiophene-3-carboxamide